C1(CCCCC1)C[C@@H](C(=O)N[C@H](C(O)P(=O)(OCC)OCC)CCC(=O)N(CCCCC)C)NC(OCC1=CC(=CC=C1)Cl)=O 3-chlorobenzyl ((2S)-3-cyclohexyl-1-(((2S)-1-(diethoxyphosphoryl)-1-hydroxy-5-(methyl(pentyl)amino)-5-oxopentan-2-yl)amino)-1-oxopropan-2-yl)carbamate